FC1=C(C2=C(OCCO2)C=C1NC1=NC(=CC(=N1)NC)C)C=1CC[C@@H](NCC1)C |o1:24| N2-[6-fluoro-5-[rel-(2S)-2-methyl-2,3,4,7-tetrahydro-1H-azepin-5-yl]-2,3-dihydro-1,4-benzodioxin-7-yl]-N4,6-dimethyl-pyrimidine-2,4-diamine